ClC=1C=C2C(=C3C1NC(NC31CCCCC1)=O)OC(=N2)CN(CC(F)(F)F)C 5-chloro-2-{[methyl(2,2,2-trifluoroethyl)amino]methyl}-7,8-dihydro-6H-spiro[[1,3]oxazolo[5,4-f]quinazoline-9,1'-cyclohexan]-7-one